S1C(=CC=C1)S(=O)(=O)NC([O-])=O thiophenesulfonylcarbamate